2-[3-chloro-2-(4-fluorophenyl)pyridin-4-yl]Propan-2-amine ClC=1C(=NC=CC1C(C)(C)N)C1=CC=C(C=C1)F